4-(4-hydroxy-2-methylphenyl)butan-2-one OC1=CC(=C(C=C1)CCC(C)=O)C